(R)-2-(((5-(2-oxo-2,3-dihydro-1H-benzo[d]imidazol-1-yl)pyridin-2-yl)oxy)methyl)morpholine-4-carboxylic acid tert-butyl ester C(C)(C)(C)OC(=O)N1C[C@@H](OCC1)COC1=NC=C(C=C1)N1C(NC2=C1C=CC=C2)=O